C[Si](C1=C(C=CC=C1)C=C)(OC)C dimethylmethoxy(2-vinylphenyl)silane